CN([C@@H]1CN(CC1)C1=C(C=C(C=C1)NC1=NC=C(C(=N1)C1=CN(C2=C(C=CC=C12)OC)C)C(F)(F)F)N)C (S)-4-(3-(dimethylamino)pyrrolidin-1-yl)-N1-(4-(7-methoxy-1-methyl-1H-indol-3-yl)-5-(trifluoromethyl)pyrimidin-2-yl)benzene-1,3-diamine